(R)-1-mercapto-3-(2-methoxyethoxy)propan-2-ol SC[C@@H](COCCOC)O